[6-(6-Cyclopentyloxy-pyridin-2-yl)-naphthalen-2-yloxy]-acetic acid C1(CCCC1)OC1=CC=CC(=N1)C=1C=C2C=CC(=CC2=CC1)OCC(=O)O